6-(pyrrolidin-1-yl)-5-(trifluoromethyl)pyridine-3-Benzamide N1(CCCC1)C1=C(C=C(C=N1)C1=CC=CC=C1C(=O)N)C(F)(F)F